N-[2-(4-chlorophenyl)propan-2-yl]-6,8-dimethyl-5-oxo-5,6-dihydroimidazo[1,2-c]pyrimidine-3-carboxamide ClC1=CC=C(C=C1)C(C)(C)NC(=O)C1=CN=C2N1C(N(C=C2C)C)=O